[N-e-maleimidocaproyloxy]sulfosuccinimide C1(C=CC(N1CCCCCC(=O)OC1(C(=O)NC(C1)=O)S(=O)(=O)O)=O)=O